N1(N=CC=C1)C1=CC=C(CNC(=O)C2N(C(CN(C2)S(=O)(=O)C2=CC=CC=C2)C)C(C(C)C)=O)C=C1 N-(4-(1H-pyrazol-1-yl)benzyl)-1-isobutyryl-6-methyl-4-(phenylsulfonyl)piperazine-2-carboxamide